C1([C@@H](O)[C@@H](O)[C@H](O)[C@H](O1)CO)C(C(=O)O)N(C)C(N)=N D-mannosyl-creatine